(+)-N-(5-(1-amino-1-(4-carbamoylphenyl)-3-cyclopropyl)-2-fluorophenyl)-1-(3-(aminomethyl)phenyl)-3-(trifluoromethyl)-1H-pyrazole-5-carboxamide NC1(CC1C=1C=CC(=C(C1)NC(=O)C1=CC(=NN1C1=CC(=CC=C1)CN)C(F)(F)F)F)C1=CC=C(C=C1)C(N)=O